(3S)-3-[(2S)-4-methyl-2-[(4-methyl-1H-indol-2-yl)formamido]-pentanamido]-2-oxo-4-[(3S)-2-oxopyrrolidin-3-yl]butyl 2-oxo-2-phenylacetate O=C(C(=O)OCC([C@H](C[C@H]1C(NCC1)=O)NC([C@H](CC(C)C)NC(=O)C=1NC2=CC=CC(=C2C1)C)=O)=O)C1=CC=CC=C1